indolinamide N1(CCC2=CC=CC=C12)C(=O)N